dimethylamine lactate C(C(O)C)(=O)O.CNC